O[C@@H]1C[C@H](NC1)C(=O)NCC1=C(C=C(C=C1)C1=C(N=CS1)C)O (2S,4R)-4-hydroxy-N-{[2-hydroxy-4-(4-methyl-1,3-thiazol-5-yl)phenyl]methyl}pyrrolidine-2-carboxamide